C(C)C1=C(C(=O)C=2C=NC3=CC(=CC=C3C2OC2=C(C=C(C=C2OC)/C=C/C(=O)O)OC)O)C=CC=C1 (E)-3-(4-((3-(2-ethylbenzoyl)-7-hydroxyquinolin-4-yl)oxy)-3,5-dimethoxyphenyl)acrylic acid